3-((R)-3-((S)-3-(3-(cyclopropylsulfonyl)phenoxy)-2-hydroxypropylamino)-1-oxa-8-azaspiro[4.5]decan-8-ylsulfonyl)-7-fluoroquinolin-4-ol C1(CC1)S(=O)(=O)C=1C=C(OC[C@H](CN[C@H]2COC3(C2)CCN(CC3)S(=O)(=O)C=3C=NC2=CC(=CC=C2C3O)F)O)C=CC1